N-[(1S)-1-[5-(7-methoxy-2-methylquinolin-6-yl)-1H-imidazol-2-yl]-7-(1,3-oxazol-2-yl)-7-oxoheptyl]-2-(3-methyl-1H-pyrazol-1-yl)acetamide COC1=C(C=C2C=CC(=NC2=C1)C)C1=CN=C(N1)[C@H](CCCCCC(=O)C=1OC=CN1)NC(CN1N=C(C=C1)C)=O